N1-Cyclopropyl-5-(trifluoromethyl)benzene-1,2-diamine C1(CC1)NC=1C(=CC=C(C1)C(F)(F)F)N